2-(methylsulfonyl)-5-(trifluoromethyl)-1,3,4-thiadiazole CS(=O)(=O)C=1SC(=NN1)C(F)(F)F